ClC1=NC(=NC(=N1)C1(CC(N(C(C1)(C)C)C)(C)C)NCCCC)C1(CC(N(C(C1)(C)C)C)(C)C)NCCCC 2-chloro-4,6-bis(4-n-butylamino-1,2,2,6,6-pentamethylpiperidin-4-yl)-1,3,5-triazine